2-(9-ethyl-6-isobutyryl-9H-carbazol-3-yl)acetonitrile C(C)N1C2=CC=C(C=C2C=2C=C(C=CC12)CC#N)C(C(C)C)=O